CN(C1CCN(CC1)C(=O)C1=C(C=C(C=C1)NC(=O)C1CC1)N1CCCC1)S(=O)(=O)C N-[4-[4-[methyl(methylsulfonyl)amino]piperidine-1-carbonyl]-3-pyrrolidin-1-ylphenyl]cyclopropanecarboxamide